tert-butyl N-[[2-[[2-(tert-butoxycarbonyl-amino)-4-(dipropylcarbamoyl)-3H-1-benzazepine-8-carbonyl]amino]phenyl]methyl]carbamate C(C)(C)(C)OC(=O)NC1=NC2=C(C=C(C1)C(N(CCC)CCC)=O)C=CC(=C2)C(=O)NC2=C(C=CC=C2)CNC(OC(C)(C)C)=O